[Li+].C(C)(C)(C)OC(=O)N[C@H]1CN(CCC1)CC1=CC(=NC=C1)C(=O)[O-] (R)-4-((3-((tert-butoxycarbonyl)amino)piperidin-1-yl)methyl)picolinic acid Lithium salt